N-(1-methyl-tetrazol-5-yl)-2-chloro-3-methoxymethyl-4-methylsulfonylbenzamide CN1N=NN=C1NC(C1=C(C(=C(C=C1)S(=O)(=O)C)COC)Cl)=O